4-nitrocumene [N+](=O)([O-])C1=CC=C(C=C1)C(C)C